tert-butyl 2-(1-(1-(2,6-bis(benzyloxy)pyridin-3-yl)-3-methyl-2-oxo-2,3-dihydro-1H-benzo[d]imidazol-5-yl)-4-hydroxypiperidin-4-yl)acetate C(C1=CC=CC=C1)OC1=NC(=CC=C1N1C(N(C2=C1C=CC(=C2)N2CCC(CC2)(O)CC(=O)OC(C)(C)C)C)=O)OCC2=CC=CC=C2